OCCN1N(SC=C1)S 3-hydroxyethyl-2-mercapto-thiadiazole